methyl 2-methyl-4-(4-nitrophenoxy)benzoate CC1=C(C(=O)OC)C=CC(=C1)OC1=CC=C(C=C1)[N+](=O)[O-]